P(=O)(O)(O)O.CC1=CC(=CC=C1C(C)(C)C)C1=CC(=CC(=C1)C)C(C)(C)C (4,4'-dimethyl-5,6'-di-t-butyl-2,2'-biphenyl) Phosphate